N-methyl-m-toluidine CNC1=CC(=CC=C1)C